3,5,7-trihydroxy-4'-methoxyflavone OC1=C(OC2=CC(=CC(=C2C1=O)O)O)C1=CC=C(C=C1)OC